S1C2=C(C=C1C1=NOCCS1=O)C=CC=C2 3-benzo[b]thien-2-yl-5,6-dihydro-1,4,2-oxathiazine-4-oxide